1-[5-(pyrimidin-2-yl)pyridin-3-yl]Ethoxybenzamide N1=C(N=CC=C1)C=1C=C(C=NC1)C(C)OC1=C(C(=O)N)C=CC=C1